CS(=O)(=O)NC1=CC=C(C=C1)C(C=CC1=CC=C(C(=O)O)C=C1)=O 4-[3-(4-Methanesulfonamidophenyl)-3-oxoprop-1-en-1-yl]benzoic acid